ClC=1C=CC2=C(N=C(S2)C2(CCNCC2)F)C1 5-chloro-2-(4-fluoro-4-piperidyl)-1,3-benzothiazole